1-methyl-N-(3-(1-methyl-1H-pyrazol-4-yl)-6-(methylamino)quinoxalin-5-yl)piperidine-4-carboxamide CN1CCC(CC1)C(=O)NC1=C2N=C(C=NC2=CC=C1NC)C=1C=NN(C1)C